C(#N)C1=CC(=NC=C1)N1CC2(C3=C1N=CN=C3N3C[C@H](N(C[C@@H]3C)C(=O)OC(C)(C)C)C)CC(C2)F tert-butyl (2R,5S)-4-((1r,3S)-7'-(4-cyanopyridin-2-yl)-3-fluoro-6',7'-dihydrospiro[cyclobutane-1,5'-pyrrolo[2,3-d]pyrimidin]-4'-yl)-2,5-dimethylpiperazine-1-carboxylate